methyl (S)-2-(chloromethyl)-1-(oxetan-2-ylmethyl)-1H-thieno[2',3':4,5]benzo[1,2-d]imidazole-6-carboxylate ClCC1=NC2=C(N1C[C@H]1OCC1)C=C1C(=C2)SC(=C1)C(=O)OC